BrC=1C=CC2=C(N=C(S2)C2CC(C2)N)C1 3-(5-bromo-1,3-benzothiazol-2-yl)cyclobutanamine